1-((2S,3S)-1-methyl-5-oxo-2-(pyridin-3-yl)pyrrolidin-3-yl)-1,11-dioxo-5,8-dioxa-2,12-diazapentadecan-15-oic acid CN1[C@@H]([C@H](CC1=O)C(NCCOCCOCCC(NCCC(=O)O)=O)=O)C=1C=NC=CC1